[C@@H]12CNC[C@@H](CC1)C2CO ((1R,5S,8r)-3-azabicyclo[3.2.1]octan-8-yl)methanol